FC=1C=C(CNC(CN2N=NN=C2C(CCCCB2OC(C(O2)(C)C)(C)C)NC(C2=CC=CC=C2)(C2=CC=CC=C2)C2=CC=CC=C2)=O)C=C(C1)F N-(3,5-difluorobenzyl)-2-(5-(5-(4,4,5,5-tetramethyl-1,3,2-dioxaborolan-2-yl)-1-(tritylamino)pentyl)-1H-tetrazol-1-yl)acetamide